C(C)O[Si]1(CCCC1)C 2-ethoxy-2-methyl-2-silacyclopentane